BrCCCCOC1=CC=C2CCC(NC2=C1)=O 7-(4-Bromobutoxy)-3,4-dihydroquinolone